C(CCCCCCC)OC(CCC(=O)OCCCCCCN(CCCCCCCC(=O)OC\C=C\CCCC)CCO)OCCCCCCCC (E)-hept-2-en-1-yl 8-((6-((4,4-bis(octyloxy)butanoyl)oxy)hexyl)(2-hydroxyethyl)amino)octanoate